NC1=C2C=NC(=NC2=CC(=C1F)C1=C(C2=C(OCCN2)N=C1)C)NC1C(NCCC2=C1C=CC=C2OC)=O [5-amino-6-fluoro-7-(8-methyl-2,3-dihydro-1H-pyrido[2,3-b][1,4]oxazin-7-yl)quinazolin-2-ylamino]-6-methoxy-1,3,4,5-tetrahydro-2H-3-benzazepin-2-one